(4R)-6-Chloro-5-fluoro-1'-(3-(2-methoxy-1-phenylethyl)-1H-1,2,4-triazole-5-carbonyl)spiro[benzo[d][1,3]oxazine-4,3'-piperidin]-2(1H)-one ClC1=C(C2=C(NC(O[C@@]23CN(CCC3)C(=O)C3=NC(=NN3)C(COC)C3=CC=CC=C3)=O)C=C1)F